1-(5-bromoimidazo[1,2-a]pyrazin-8-yl)-3-(4-((4-methylpiperazin-1-yl)methyl)-3-(trifluoromethyl)phenyl)urea BrC1=CN=C(C=2N1C=CN2)NC(=O)NC2=CC(=C(C=C2)CN2CCN(CC2)C)C(F)(F)F